C(C1=CC=CC=C1)O[C@@H]1[C@@H]([C@@H]2C(O[C@H](C(N2)=O)CC(=O)O)O[C@@H]1COCC1=CC=CC=C1)OCC1=CC=CC=C1 2-((3S,6R,7R,8R,8aR)-7,8-bis(benzyloxy)-6-((benzyloxy)methyl)-2-oxohexahydro-1H,6H-pyrano[2,3-b][1,4]oxazin-3-yl)acetic acid